COC1=C(C=C(C=C1)C1=NN=C(S1)N)C 5-(4-methoxy-3-methylphenyl)-1,3,4-thiadiazol-2-amine